methyl (S)-3-(5-chloro-1-ethyl-2-(2-(1-methoxyethyl) pyridin-3-yl)-1H-pyrrolo[3,2-b]pyridin-3-yl)-2,2-dimethylpropanoate ClC1=CC=C2C(=N1)C(=C(N2CC)C=2C(=NC=CC2)[C@H](C)OC)CC(C(=O)OC)(C)C